BrC1=C(C=C(C=C1)[C@](C(C(C)C)CO)(C)N[S@@](=O)C(C)(C)C)Cl (S)-2-Methyl-propane-2-sulfinic acid [(R)-1-(4-bromo-3-chloro-phenyl)-2-hydroxymethyl-1,3-dimethyl-butyl] amide